7-methyl-1-phenylpyrido[2,3-d]pyrimidine-2,4(1H,3H)-dione CC=1C=CC2=C(N(C(NC2=O)=O)C2=CC=CC=C2)N1